2H-thiopyran-4-carboxamide S1CC=C(C=C1)C(=O)N